allyl ((S)-1-((2S,4R)-4-hydroxy-2-((4-(4-methylthiazol-5-yl)benzyl)carbamoyl)-pyrrolidin-1-yl)-3,3-dimethyl-1-oxobutan-2-yl)carbamate O[C@@H]1C[C@H](N(C1)C([C@H](C(C)(C)C)NC(OCC=C)=O)=O)C(NCC1=CC=C(C=C1)C1=C(N=CS1)C)=O